CN(C)CC=1C=C(C=C(C1)OCCCCCC(CCCCCCCCC(=O)[O-])CCCCCCCC(=O)[O-])OCCCCCC(CCCCCCCCC(=O)[O-])CCCCCCCC(=O)[O-] 3-(((5-((dimethylamino)methyl)-1,3-phenylene)bis(oxy))bis(butane-4,1-diyl))bis(propane-3,2,1-triyl)tetraoctanoate